3-Oxo-4-(trifluoromethyl)-3,5,6,7-tetrahydro-2H-cyclopenta[c]pyridazine-7-carboxylic acid ethyl ester C(C)OC(=O)C1CCC=2C1=NNC(C2C(F)(F)F)=O